3-chloro-N-(6-(difluoromethyl)pyridin-2-yl)-7-isopropoxy-2-(1-methyl-2-oxabicyclo[2.1.1]hex-4-yl)imidazo[1,2-a]pyridine-6-carboxamide ClC1=C(N=C2N1C=C(C(=C2)OC(C)C)C(=O)NC2=NC(=CC=C2)C(F)F)C21COC(C2)(C1)C